CC1=C(C=CC=C1)C1=CC(=CC=C1)CC12C=CC(CC1)C2 ((2'-methyl-[1,1'-biphenyl]-3-yl)methyl)bicyclo[2.2.1]hept-2-ene